5-((4-(sec-butylamino)-5-methylpyrimidin-2-yl)amino)benzo[c][1,2]oxaborol-1(3H)-ol C(C)(CC)NC1=NC(=NC=C1C)NC1=CC2=C(B(OC2)O)C=C1